2,2'-cyclopentylidenebis[4,5-dihydro-4-benzyl-oxazol] nickel (II) [Ni+2].C1(CCCC1)(C=1OCC(N1)CC1=CC=CC=C1)C=1OCC(N1)CC1=CC=CC=C1